[C@H]12CN(C[C@H](CC1)N2)C2=NC(=NC=1C=C(C=3C(C21)=CN(N3)C)C3=CC(=CC2=CC=CC=C32)O)OC[C@]32CCCN2C[C@@H](C3)F 4-(9-((1R,5S)-3,8-diazabicyclo[3.2.1]octan-3-yl)-7-(((2R,7aS)-2-fluorotetrahydro-1H-pyrrolizin-7a(5H)-yl)methoxy)-2-methyl-2H-pyrazolo[4,3-f]quinazolin-4-yl)naphthalen-2-ol